Cl.ClC1=C(C(=O)NC2=CC(=C(C=C2)Cl)C2=NC=CC=C2)C=CC(=C1)S(=O)(=O)C 2-chloro-N-(4-chloro-3-(pyridin-2-yl)phenyl)-4-(methylsulfonyl)benzamide HCl salt